OC1=NC(=NC(=N1)O)C=CC1=CC=CC=C1 2,4-dihydroxy-6-styryl-1,3,5-triazine